C(C)(C)(C)OC(=O)N1CC(C1)NC1=CC(=C(C=C1)C)C(N[C@H](C)C1=CC(=CC=C1)Br)=O.CNC1=C(C(=CC=C1)B1OC(C(O1)(C)C)(C)C)C N,2-dimethyl-3-(4,4,5,5-tetramethyl-1,3,2-dioxaborolan-2-yl)aniline tert-butyl-(R)-3-((3-((1-(3-bromophenyl)ethyl)carbamoyl)-4-methylphenyl)amino)azetidine-1-carboxylate